NCC1=NNC(C2=CC=C(C=C12)Br)=O 4-(aminomethyl)-6-bromo-2H-phthalazin-1-one